N1C[C@H](CCC1)NC1=NC=C(C(=N1)C1=CNC=2C(N(C=CC21)C2=NC=CC=C2)=O)C(F)(F)F 3-(2-{[(3S)-piperidin-3-yl]amino}-5-(trifluoromethyl)pyrimidin-4-yl)-6-(pyridin-2-yl)-1H,6H,7H-pyrrolo[2,3-c]pyridin-7-one